[Sn](=O)=O Tin-Dioxide